(Z)-5-dodecenoic acid ethyl ester C(C)OC(CCC\C=C/CCCCCC)=O